ClC1=C(C=CC(=C1)F)C1=C(C=C(C(=C1)Cl)C(=O)NC=1C=NC(=C(C1)C(F)(F)F)C#N)F 2',5-Dichloro-N-(6-cyano-5-(trifluoromethyl)pyridin-3-yl)-2,4'-difluoro-[1,1'-biphenyl]-4-Formamide